N-((2-(3-Chloro-4-isopropoxyphenyl)pyrimidin-5-yl)methyl)-2-(1H-pyrazol-3-yl)-6-(trifluoromethyl)pyridin-4-amine ClC=1C=C(C=CC1OC(C)C)C1=NC=C(C=N1)CNC1=CC(=NC(=C1)C(F)(F)F)C1=NNC=C1